NC1=NC(=C2C(=N1)N(N=C2)CC2=CC=C(C=C2)N)C2=CC(=NC=C2)C#N 4-(6-amino-1-(4-aminobenzyl)-1H-pyrazolo[3,4-d]pyrimidin-4-yl)pyridinecarbonitrile